O=CCCC(C)=O 5-oxopentanone